C([C@@H]1[C@H]([C@@H]([C@@H]([C@H](O1)O[C@H](CO)C(=O)[O-])O)O)O)OP(=O)([O-])[O-] The molecule is an organophosphate oxoanion derived from 2-O-(6-phosphono-alpha-D-mannosyl)-D-glyceric acid by removal of the two protons from the phosphate group and the proton from the carboxylic acid group. It is an organophosphate oxoanion, a carbohydrate acid derivative anion and a monocarboxylic acid anion. It derives from a 2-(alpha-D-mannosyl)-D-glycerate. It is a conjugate base of a 2-O-(6-phosphono-alpha-D-mannosyl)-D-glyceric acid.